O[C@@H]1C[C@H](N(C1)C(=O)OCC1=CC=CC=C1)C(NC1=C(C=CC=C1)O)=O (2S,4R)-Benzyl 4-hydroxy-2-((2-hydroxyphenyl)carbamoyl)pyrrolidine-1-carboxylate